(6R)-6-{[7-methyl-2-(1-methyl-1H-pyrazol-4-yl)[1,2,4]triazolo[1,5-c]quinazolin-5-yl]amino}-1,4-diazepin-5-one CC1=CC=CC=2C=3N(C(=NC12)NC=1C(N=CC=NC1)=O)N=C(N3)C=3C=NN(C3)C